Cl.FC1(CCN(CC1)C1=NC(=CC(=C1)NC(C1=C(C=C(C=C1)NS(=O)(=O)CCO)N1CCC2(CC2)CC1)=O)C)F N-(2-(4,4-difluoropiperidin-1-yl)-6-methylpyridin-4-yl)-4-((2-hydroxyethyl)sulfonylamino)-2-(6-azaspiro[2.5]oct-6-yl)benzamide hydrochloride